2-(6-((1-(4-(Difluoromethyl)phenyl)-4-methyl-1H-1,2,3-triazol-5-yl)methoxy)pyridazine-3-yl)-2,6-diazaspiro[3.4]octane-5-one FC(C1=CC=C(C=C1)N1N=NC(=C1COC1=CC=C(N=N1)N1CC2(C1)C(NCC2)=O)C)F